1-((2R,3R,4R,5R)-3-(bicyclo[2.2.1]hept-5-en-2-ylmethoxy)-4-hydroxy-5-(hydroxymethyl)tetrahydrofuran-2-yl)pyrimidine-2,4(1H,3H)-dione C12C(CC(C=C1)C2)CO[C@H]2[C@@H](O[C@@H]([C@H]2O)CO)N2C(NC(C=C2)=O)=O